Cl.C(C1=CC=CC=C1)(=O)N benzamide hydrochloride